N-(6-amino-5-methyl-3-pyridyl)-2-[(2S,5R)-2-[3-chloro-5-(trifluoromethyl)phenyl]-5-methyl-1-piperidyl]-2-oxo-acetamide NC1=C(C=C(C=N1)NC(C(=O)N1[C@@H](CC[C@H](C1)C)C1=CC(=CC(=C1)C(F)(F)F)Cl)=O)C